C1(CC1)C1=CC(=NN1)NC1=NC(=NC=C1)NC1CC2(CN(C2)C(=O)OC(C)(C)C)C1 tert-Butyl 6-((4-((5-cyclopropyl-1H-pyrazol-3-yl)amino)pyrimidin-2-yl)amino)-2-azaspiro[3.3]heptane-2-carboxylate